4-(3,4-dichlorophenoxy)butyric acid ClC=1C=C(OCCCC(=O)O)C=CC1Cl